2-methyl-2-[3-(3-nitropyrazol-1-yl)phenyl]propanenitrile CC(C#N)(C)C1=CC(=CC=C1)N1N=C(C=C1)[N+](=O)[O-]